(1H-indol-5-yl)(4-methoxy-4-methylpiperidin-1-yl)methanone N1C=CC2=CC(=CC=C12)C(=O)N1CCC(CC1)(C)OC